(R)-N-methyl-3-(1-(7-(3-methylisoxazol-4-yl)-4-oxopyrido[4,3-d]pyrimidin-3(4H)-yl)ethyl)benzamide CNC(C1=CC(=CC=C1)[C@@H](C)N1C=NC2=C(C1=O)C=NC(=C2)C=2C(=NOC2)C)=O